4-((2S,4r,6S)-7-((5-methoxy-7-methyl-1H-indol-4-yl)methyl)-2-(trifluoromethyl)-7-azaspiro[3.5]nonan-6-yl)benzoic acid COC=1C(=C2C=CNC2=C(C1)C)CN1[C@@H](CC2(CC(C2)C(F)(F)F)CC1)C1=CC=C(C(=O)O)C=C1